C(#N)/N=C(\NCCCCC1CCN(CC1)C(=O)C=1C=C(C=CC1)NC(OCC1=CC=CC=C1)=O)/NC=1C=NC=CC1 benzyl (E)-(3-(4-(4-(2-cyano-3-(pyridin-3-yl)guanidino)butyl)piperidine-1-carbonyl)phenyl)carbamate